C1(CCC1)CN[C@H]1CN(CCC1)C=1N=NC(=CC1)C(C)N1N=NC(=C1)C=1N=NC=C(C1)OC (3R)-N-(cyclobutylmethyl)-1-(6-(1-(4-(5-methoxypyridazin-3-yl)-1H-1,2,3-triazol-1-yl)ethyl)pyridazin-3-yl)piperidin-3-amine